BrC=1C(=C(OCC[C@H](C)C2CCN(CC2)C(=O)OC(C)(C)C)C=CC1)C tert-butyl 4-[(1S)-3-(3-bromo-2-methyl-phenoxy)-1-methyl-propyl]piperidine-1-carboxylate